C1(=CC=CC=C1)[C@H]1[C@@H](CN(C1)C(=O)OC(C)(C)C)C(NC1=CC(=CC=C1)C=1C=NC=NC1)=O |r| tert-Butyl (±)-trans-4-phenyl-3-{[3-(pyrimidin-5-yl)phenyl]carbamoyl}pyrrolidine-1-carboxylate